3-(4,4-difluoro-3-methylpiperidin-1-yl)-6-fluoro-N-(2-sulfamoylpyridin-4-yl)quinoxaline-2-carboxamide FC1(C(CN(CC1)C=1C(=NC2=CC=C(C=C2N1)F)C(=O)NC1=CC(=NC=C1)S(N)(=O)=O)C)F